C1(CC1)OC1=NC=NC(=C1C1=NC=C2NC(N(C2=N1)CC1=CC=C(C=C1)N1N=C(C=C1C)C(F)(F)F)=O)C1CC1 2-(4-cyclopropyloxy-6-cyclopropylpyrimidin-5-yl)-9-([4-[5-methyl-3-(trifluoromethyl)pyrazol-1-yl]phenyl]methyl)-7H-purin-8-one